(S)-3-chloro-N-(1-((1-cyanocyclopropyl)amino)-3-(6-fluorobenzo[d]oxazol-2-yl)-1-oxopropan-2-yl)benzamide ClC=1C=C(C(=O)N[C@H](C(=O)NC2(CC2)C#N)CC=2OC3=C(N2)C=CC(=C3)F)C=CC1